(R)-2-(4-(6-amino-2-(cyclopropylamino)pyrimidin-4-yl)-2-(2-bromophenyl)piperazin-1-yl)ethan-1-ol NC1=CC(=NC(=N1)NC1CC1)N1C[C@H](N(CC1)CCO)C1=C(C=CC=C1)Br